5-((1-(6,7-Dihydro-4H-thieno[3,2-c]pyran-2-yl)-2-oxo-1,2-dihydropyridin-3-yl)amino)-N-((1R,2R)-2-methoxycyclobutyl)-7-(methylamino)pyrazolo[1,5-a]pyrimidine-3-carboxamide S1C(=CC=2COCCC21)N2C(C(=CC=C2)NC2=NC=1N(C(=C2)NC)N=CC1C(=O)N[C@H]1[C@@H](CC1)OC)=O